1-(3-(4-Chloro-2-(1-ethyl-1,4,5,6-tetrahydropyrrolo[3,4-c]pyrazole-5-carbonyl)-7-fluoro-1H-indol-6-yl)-5,6-dihydropyridin-1(2H)-yl)-3-(1H-1,2,3-triazol-1-yl)propan-1-one ClC1=C2C=C(NC2=C(C(=C1)C=1CN(CCC1)C(CCN1N=NC=C1)=O)F)C(=O)N1CC=2N(N=CC2C1)CC